O=C1OCC2N1CCC2 3-oxotetrahydro-1H,3H-pyrrolo[1,2-c]oxazole